CCCCC(CC)COC(=O)/C=C/C1=CC=C(C=C1)OC 2-ethylhexyl-p-methoxycinnamate